3,3'-tetramethylenebis(5-hydroxy-1H-1,2,4-triazole) OC1=NC(=NN1)CCCCC1=NNC(=N1)O